C(C)(C)OCCC(=O)O 3-ISOPROPOXYPROPANOIC ACID